(1R,2S,5R)-1-amino-5-(2-boronoethyl)-2-(pyrrolidin-1-ylmethyl)cyclohexane-1-carboxylic acid N[C@]1([C@@H](CC[C@H](C1)CCB(O)O)CN1CCCC1)C(=O)O